CC(CCOC1=C(C=O)C=CC=C1)CCC=C(CC)C 2-((3,7-dimethylnon-6-en-1-yl)oxy)benzaldehyde